O1CCNC(CC1)CO (1,4-oxaazepan-5-yl)methanol